2,5-dioxapyrrolidin-1-yl 3-oxo-1-(pyridin-2-ylsulfanyl)-7,10,13,16-tetraoxa-4-aza-nonadecane-19-carboxylate O=C(CCSC1=NC=CC=C1)NCCOCCOCCOCCOCCCC(=O)ON1OCCO1